C(C)NC(C1=CC(=CC=C1)C(F)(F)F)=O N-ethyl-3-(trifluoromethyl)benzamide